C1(CC1)C1=NNC(=C1)C1CC2(CN(C2)C(=O)N2CC3(C2)CN(C3)CC3=NN(C(=C3)C(F)(F)F)C)C1 [6-(3-cyclopropyl-1H-pyrazol-5-yl)-2-azaspiro[3.3]heptan-2-yl]-[6-[[1-methyl-5-(trifluoromethyl)pyrazol-3-yl]methyl]-2,6-diazaspiro[3.3]heptan-2-yl]methanone